CS(=O)(=O)OC1=C(C=C(C=C1)C)[N+](=O)[O-] (4-methyl-2-nitrophenyl) methylsulphonate